C1(CC1)C1=C(C(=O)O)C=C(C=C1)N1C[C@@H]2CNCC[C@@]2(C1=O)F 2-cyclopropyl-5-((3aS,7aR)-7a-fluoro-1-oxooctahydro-2H-pyrrolo[3,4-c]pyridin-2-yl)benzoic acid